C(C)(C)(C)C1=C(C=CC(=C1)C(C)(C)C)OP(OC1=C(C=C(C=C1)C(C)(C)C)C(C)(C)C)OC1=C(C=C(C=C1)C(C)(C)C)C(C)(C)C tris-(2,4-di-t-butylphenyl)-phosphite